F[C@H]1CN(CC[C@H]1NC1=CC=CC=2N1N=C(C2SC(F)(F)F)C#CCNC(C)=O)C N-(3-(7-(((3S,4R)-3-fluoro-1-methylpiperidin-4-yl)amino)-3-((trifluoromethyl)thio)pyrazolo[1,5-a]pyridin-2-yl)prop-2-yn-1-yl)acetamide